tert-butyl (6-(4-(quinoxalin-2-yl)-3-(trifluoromethyl)-1H-pyrazol-1-yl)hexyl)carbamate N1=C(C=NC2=CC=CC=C12)C=1C(=NN(C1)CCCCCCNC(OC(C)(C)C)=O)C(F)(F)F